2-(((1-methyl-1H-1,2,4-triazol-3-yl)methoxy)methyl)-6-(perfluoroethyl)nicotinic acid ethyl ester C(C)OC(C1=C(N=C(C=C1)C(C(F)(F)F)(F)F)COCC1=NN(C=N1)C)=O